BrC1=CC(=C(C(=N1)N1CCC(CC1)(F)F)[N+](=O)[O-])O 6-Bromo-2-(4,4-difluoropiperidin-1-yl)-3-nitropyridine-4-ol